NC1=NC=2C=C(C=CC2C=2C1=NN(C2)CCCC)N2CCN(CC2)CCOCCOCCOCCOCCOCCOCCOCCOCCOCCOCCC(=O)OC2=C(C(=CC(=C2F)F)F)F 2,3,5,6-tetrafluorophenyl 1-(4-(4-amino-2-butyl-2H-pyrazolo[3,4-c]quinolin-7-yl)piperazin-1-yl)-3,6,9,12,15,18,21,24,27,30-decaoxatritriacontan-33-oate